C(C)(C)C1=C(NC2=CC=C(C=C12)C(C)C1CCNCC1)C1=C2C(=NC=C1)NN=C2 4-(3-isopropyl-5-(1-(piperidin-4-yl)ethyl)-1H-indol-2-yl)-1H-pyrazolo[3,4-b]pyridine